C1(CC1)C=1N=CC2=C3C(=CC(=C2C1)S(NCC(C)C)(=O)=O)[C@@H](C[C@H]3NC(=O)C3=CC=1C(=NC=CN1)N=C3)NC(=O)C=3C=NC=CC3 |r| N-[trans-(7RS,9RS)-3-cyclopropyl-5-(2-methyl-propylsulfamoyl)-7-(pyridine-3-carbonylamino)-8,9-dihydro-7H-cyclopenta[h]isoquinolin-9-yl]pyrido[2,3-b]pyrazine-7-carboxamide